1H-purine-6,8-dione N1C=NC2=NC(N=C2C1=O)=O